3-(4-chlorobenzyl)-3-methyl-6-(pyrimidin-4-ylamino)-2,3-dihydroimidazo[1,5-a]pyridine-1,5-dione ClC1=CC=C(CC2(NC(C=3N2C(C(=CC3)NC3=NC=NC=C3)=O)=O)C)C=C1